CN1N=C(C(=N1)C1N(CCC1)CC1=CC=C(OC2=CC=C(C(=O)N)C=C2)C=C1)C 4-(4-{[2-(2,5-dimethyl-2H-1,2,3-triazol-4-yl)pyrrolidin-1-yl]methyl}phenoxy)benzamide